5,15-dibromo-10,20-diphenyl-porphyrin ammonium [NH4+].BrC=1C2=CC=C(N2)C(=C2C=CC(C(=C3C=CC(=C(C=4C=CC1N4)C4=CC=CC=C4)N3)Br)=N2)C2=CC=CC=C2